N-(2-Ethynylthiazol-4-yl)-4-(5-(3-(2-oxooxazolidin-3-yl)phenyl)pyridin-2-yl)-piperazine-1-carboxamide C(#C)C=1SC=C(N1)NC(=O)N1CCN(CC1)C1=NC=C(C=C1)C1=CC(=CC=C1)N1C(OCC1)=O